4-[[(2-methoxybenzoylamino)methyl]phenyl]-1-[3-(trifluoromethyl)phenyl]pyrazole-4-carboxamide COC1=C(C(=O)NCC2=C(C=CC=C2)C2(C=NN(C2)C2=CC(=CC=C2)C(F)(F)F)C(=O)N)C=CC=C1